FC=1C=C(CN2CC(C(C(C2)(C)C)=O)C(=O)OC)C=C(C1)F Methyl 1-(3,5-difluorobenzyl)-5,5-dimethyl-4-oxopiperidine-3-carboxylate